C(C)(C)N1C=CC=2C1=CN=C(C2)C#N 1-isopropylpyrrolo[2,3-c]pyridine-5-carbonitrile